CN(C(C)=O)CC1CN(CC1)C(=O)C1=CC=C2C(=CC(OC2=C1)=O)C1=C(C=CC=C1)C N-methyl-N-((1-(2-oxo-4-(o-tolyl)-2H-chromene-7-carbonyl)pyrrolidin-3-yl)methyl)acetamide